N1=C(C=CC=C1C=1N=NN(C1)C1=CC=C(N)C=C1)C=1N=NN(C1)C1=CC=C(N)C=C1 4,4'-(pyridine-2,6-diylbis(1H-1,2,3-triazole-4,1-diyl))dianiline